C(C)(=O)O[Sn](C1=CC=CC=C1)(C1=CC=CC=C1)C1=CC=CC=C1 acetyloxytriphenyltin